CC1=CC=C(S1)C=1C2(C3=CC=CC=C3C1)CCC1(CC2)OCCO1 2''-(5-methylthiophene-2-yl)dispiro[[1,3]dioxolane-2,1'-cyclohexane-4',1''-indene]